(4-(4-(tert-butoxycarbonyl)piperazin-1-yl)phenyl)boronic acid pinacol ester C(C)(C)(C)OC(=O)N1CCN(CC1)C1=CC=C(C=C1)B1OC(C)(C)C(C)(C)O1